FC1=CC=C(C=C1)N1N=C(C=C(C1=O)C(=O)NC1=CC=C(C=C1)OC1=CC=NC2=CC(=CN=C12)OC)C 2-(4-Fluorophenyl)-N-[4-[(7-methoxy-1,5-naphthyridin-4-yl)oxy]phenyl]-6-methyl-3-oxopyridazine-4-carboxamide